ClC1=NNC=C1C1=CC=C2C(=CN(C2=C1)CCN(C)C)C(=O)[C@H]1COC2=CC=C(C=C2C1)OC (R)-(6-(3-Chloro-1H-pyrazol-4-yl)-1-(2-(dimethylamino)ethyl)-1H-indol-3-yl)(6-methoxychroman-3-yl)methanone